C1(CC1)C1=NN2C(C=C(C=C2C)N2CC3(C2)CNC3)=C1N(C=1SC(=C(N1)C1=CC=C(C=C1)F)C#N)C 2-((2-cyclopropyl-7-methyl-5-(2,6-diazaspiro[3.3]heptan-2-yl)pyrazolo[1,5-a]pyridin-3-yl)(methyl)amino)-4-(4-fluorophenyl)thiazole-5-carbonitrile